C=1N=CN2C1C1=CC=CC=C1[C@@H]2[C@@H]2CCC=1C=CN=CC1[C@H]2O (7S,8S)-7-((S)-5H-Imidazo[5,1-a]isoindol-5-yl)-5,6,7,8-tetrahydroisochinolin-8-ol